5-(Pyridin-4-yl)-2-[3-(2,2,6,6-tetramethylpiperidin-4-yl)-3H-[1,2,3]triazolo[4,5-c]pyridazin-6-yl]phenol N1=CC=C(C=C1)C=1C=CC(=C(C1)O)C1=CC2=C(N=N1)N(N=N2)C2CC(NC(C2)(C)C)(C)C